FC(C1=NC(=NC(=C1)C1=CN=CN1C)C(=O)OC)F Methyl 4-(difluoromethyl)-6-(1-methyl-1H-imidazol-5-yl)pyrimidine-2-carboxylate